CN1N=C(C=C1)NC(=O)[C@@H]1CC12CCN(CC2)C(=O)OC(C(F)(F)F)C(F)(F)F |r| 1,1,1,3,3,3-hexafluoro-propan-2-yl (±)-1-((1-methyl-1H-pyrazol-3-yl)carbamoyl)-6-azaspiro[2.5]octane-6-carboxylate